N-((2S)-1-(4-(N-tert-butylaminosulfinyl)phenylamino)-1-oxo-3-phenylpropan-2-yl)-4-fluorobenzamide C(C)(C)(C)NS(=O)C1=CC=C(C=C1)NC([C@H](CC1=CC=CC=C1)NC(C1=CC=C(C=C1)F)=O)=O